(1R,3S)-3-(3-((2,2-difluoro-2,3-dihydro-1H-inden-5-yl)amino)-1H-pyrazol-5-yl)cyclopentyl isopropylcarbamate C(C)(C)NC(O[C@H]1C[C@H](CC1)C1=CC(=NN1)NC=1C=C2CC(CC2=CC1)(F)F)=O